BrC1=C(C=C(C(=N1)C1=CN=C2N1N=C(C(=C2)OC)N2S(CCC2)(=O)=O)F)F (3-(6-bromo-3,5-difluoropyridin-2-yl)-7-methoxyimidazo[1,2-b]pyridazin-6-yl)isothiazolidine 1,1-dioxide